5-(Ethylsulfonyl)-N-[4-(1,1,1,3,3,3-hexafluoro-2-hydroxypropan-2-yl)phenyl]-2-(tetrahydrofuran-3-ylcarbonyl)-2,3-dihydro-1H-isoindol-1-carboxamid C(C)S(=O)(=O)C=1C=C2CN(C(C2=CC1)C(=O)NC1=CC=C(C=C1)C(C(F)(F)F)(C(F)(F)F)O)C(=O)C1COCC1